(3Z)-6-chloro-3-hexenyloxymethyl ether ClCC\C=C/CCOCOCOCC\C=C/CCCl